[C@H]12[C@@H](C[C@H](CC1)C2)NC(CN2C(C(=CC=C2)NC([C@H](CCC(C(=O)NCC)=O)NC(=O)C=2N=C1SC=CN1C2)=O)=O)=O (S)-N1-(1-(2-((1S,2R,4R)-bicyclo[2.2.1]heptan-2-ylamino)-2-oxoethyl)-2-oxo-1,2-dihydropyridin-3-yl)-N6-ethyl-2-(imidazo[2,1-b]thiazole-6-carboxamido)-5-oxohexanediamide